(E)-N-(4-((3-bromo-4-chlorophenyl)amino)pyrido[3,4-d]Pyrimidin-6-yl)-4-(dimethylamino)but-2-enamide BrC=1C=C(C=CC1Cl)NC=1C2=C(N=CN1)C=NC(=C2)NC(\C=C\CN(C)C)=O